(l)-N-ethyl-isatin tert-butyl-N-[2-(3-bromophenyl)-2-methyl-propyl]carbamate C(C)(C)(C)OC(NCC(C)(C)C1=CC(=CC=C1)Br)=O.C(C)N1C(=O)C(=O)C2=CC=CC=C12